ethyl-4,5,6,7-tetrahydrobenzo[b]thiophene-2-carboxylic acid ethyl ester C(C)OC(=O)C1=C(C2=C(S1)CCCC2)CC